6-(3-(2,6-difluoro-3,5-dimethoxyphenyl)-7-(1,3-dimethyl-1H-pyrazol-4-yl)-2-oxo-3,4-dihydropyrido[4,3-d]pyrimidin-1(2H)-yl)-nicotinonitrile FC1=C(C(=C(C=C1OC)OC)F)N1C(N(C2=C(C1)C=NC(=C2)C=2C(=NN(C2)C)C)C2=NC=C(C#N)C=C2)=O